4-[(6-chloro-2-cyanopyrimidin-4-yl)oxy]-2-(cyanomethyl)piperidine-1-carboxylic acid benzyl ester C(C1=CC=CC=C1)OC(=O)N1C(CC(CC1)OC1=NC(=NC(=C1)Cl)C#N)CC#N